CN1N=C(C=2C[C@@H](CCC12)C(F)(F)F)C(=O)OCC ethyl (R)-1-methyl-5-(trifluoromethyl)-4,5,6,7-tetrahydroindazole-3-carboxylate